C(=C)(C)C=1C=CC2=CC=CC=C2C1 3-isopropenylnaphthalene